COC(CC1=CC(=CC=C1)C1=NC2=C(N1CC1=CC(=CC=C1)CC(=O)OC)C=CC=C2Br)=O 2-(3-(4-bromo-1-(3-(2-methoxy-2-oxoethyl)benzyl)-1H-benzo[d]Imidazol-2-yl)phenyl)acetic acid methyl ester